IC(C(C(C(C(I)(F)F)(F)F)(F)F)(F)F)(F)F 1,5-diiodoperfluoropentane